N(C(=N)N)C1C=C(OC(C1)[C@@H]([C@@H](CO)O)OC)C(=O)O 4-guanidino-6-[(1R,2R)-2,3-dihydroxy-1-methoxypropyl]-5,6-dihydro-4H-pyran-2-carboxylic acid